N-(1-(6,7-Difluoro-1-oxo-1,2-dihydroisoquinolin-4-yl)ethyl)-N-isobutylindolizine-2-carboxamide FC=1C=C2C(=CNC(C2=CC1F)=O)C(C)N(C(=O)C=1C=C2C=CC=CN2C1)CC(C)C